C(C)(C)(C)OC(=O)N1CC(C1)OC=1C=CC(=C2C=C(N=CC12)Cl)[C@@](COC)(C)N=[N+]=[N-] (R)-3-((5-(2-azido-1-methoxypropan-2-yl)-3-chloroisoquinolin-8-yl)oxy)azetidine-1-carboxylic acid tert-butyl ester